NC1=CC=CC(=N1)CN1N=CC2=C(C1=O)N(C1=C2SC(=N1)C)C 6-((6-aminopyridin-2-yl)methyl)-2,4-dimethyl-4,6-dihydro-5H-thiazolo[5',4':4,5]pyrrolo[2,3-d]pyridazin-5-one